N-methylsulfonyl-N-[5-(4,4,5,5-tetramethyl-1,3,2-dioxaborolan-2-yl)-3-pyridyl]methanesulfonamide CS(=O)(=O)N(S(=O)(=O)C)C=1C=NC=C(C1)B1OC(C(O1)(C)C)(C)C